[Pb].[Ba] barium-lead